azo-bis(4-cyanovaleric acid) N(=NC(C(=O)O)CC(C)C#N)C(C(=O)O)CC(C)C#N